CYCLOBUTYL-UREA C1(CCC1)NC(=O)N